COC1=NC=NN2C1=C(C=C2)C=2C=C1C(=NC2)N=C(N1CC=1OC(=NN1)C1(COC1)C)C 6-(4-methoxypyrrolo[2,1-f][1,2,4]triazin-5-yl)-2-methyl-1-((5-(3-methyloxetan-3-yl)-1,3,4-oxadiazol-2-yl)methyl)-1H-imidazo[4,5-b]pyridine